triallylglucose C(C=C)[C@]([C@](C(=O)CC=C)(O)CC=C)(O)[C@H](O)[C@H](O)CO